FC=1C=C2C(=CC=NC2=CC1)[C@@H]1CC[C@H](CC1)CC=O 2-((trans)-4-(6-fluoroquinolin-4-yl)cyclohexyl)acetaldehyde